7-methoxy-2,3-dihydroquinolin-4(1H)-one COC1=CC=C2C(CCNC2=C1)=O